5-methyl-2-phenylpyrazol-3-ol CC=1C=C(N(N1)C1=CC=CC=C1)O